N-[(1S)-1-[[1-[(1S)-1-(3-chloro-6-oxo-1H-pyridazin-5-yl)ethyl]-3-fluoro-pyrazol-4-yl]carbamoyl]-2,2-dicyclopropyl-ethyl]-2-[2,2-difluoro-1-methyl-ethyl]pyrazole-3-carboxamide ClC1=NNC(C(=C1)[C@H](C)N1N=C(C(=C1)NC(=O)[C@H](C(C1CC1)C1CC1)NC(=O)C=1N(N=CC1)C(C(F)F)C)F)=O